ethyl 4-((4,4-difluorocyclohexyl)amino)-6-morpholinopyrimidine-2-carboxylate FC1(CCC(CC1)NC1=NC(=NC(=C1)N1CCOCC1)C(=O)OCC)F